C(C)(C)(C)OC(=O)N[C@@H]1CC[C@H](CC1)C1=C(C(N=C(N1)C=1SC=CN1)C1=C(C(=C(C=C1)F)F)Cl)C(=O)OC (trans)-Methyl 6-(4-((tert-butoxycarbonyl)amino)cyclohexyl)-4-(2-chloro-3,4-difluorophenyl)-2-(thiazol-2-yl)-1,4-dihydropyrimidine-5-carboxylate